4-[(2-hydroxyethyl)(cyclopentyl)amino]butan-1-ol OCCN(CCCCO)C1CCCC1